(rac)-2'-[6-amino-5-(methylsulfanyl)pyridin-3-yl]-N-ethyl-5',6'-dihydrospiro[pyrrolidine-3,4'-pyrrolo[1,2-b]pyrazole]-1-carboxamide NC1=C(C=C(C=N1)C=1C=C2N(N1)CC[C@]21CN(CC1)C(=O)NCC)SC |r|